1-(3-aminobicyclo[1.1.1]pentan-1-yl)pyrrolidin-3-ol NC12CC(C1)(C2)N2CC(CC2)O